dimethyl 5-aminoisophthalate NC=1C=C(C=C(C(=O)OC)C1)C(=O)OC